FC1=C(CC2=C(NCCN3CCOCC3)C(=CC(=C2)C)C)C=CC=C1 2-(2-Fluorobenzyl)-4,6-dimethyl-N-(2-morpholinoethyl)aniline